3-hydroxy-2-naphthaleneformaldehyde OC=1C(=CC2=CC=CC=C2C1)C=O